C1(=CC=CC=C1)C(CCCCCCC(=O)N)C1=CC=CC=C1 diphenylheptane-7-carboxamide